((2,6-dichloro-3-((5-chloropyrazin-2-yl)thio)phenyl)imino)dimethyl-lambda6-Thioketone ClC1=C(C(=CC=C1SC1=NC=C(N=C1)Cl)Cl)N=S(C)(C)=C=O